4-((5-(3,4-Difluorophenyl)-1-(4-(trifluoromethyl)benzyl)-1H-indol-7-amido)methyl)benzoic acid FC=1C=C(C=CC1F)C=1C=C2C=CN(C2=C(C1)C(=O)NCC1=CC=C(C(=O)O)C=C1)CC1=CC=C(C=C1)C(F)(F)F